C(C)(C)(C)OC(=O)N1C[C@H]([C@@H](CC1)NC1=C(C=C(C=C1)Cl)C)C (3R,4R)-4-(4-chloro-2-methyl-anilino)-3-methyl-piperidine-1-carboxylic acid tert-butyl ester